(piperidin-1-yl)pyridine N1(CCCCC1)C1=NC=CC=C1